OCCS(=O)(=O)NC1=CC(=C(C(=O)NC=2C=C3\C(\CCC3=CC2)=N/OC)C=C1)N1CCC2(CC2)CC1 (Z)-4-((2-hydroxyethyl)sulfonylamino)-N-(3-(methoxyimino)-2,3-dihydro-1H-inden-5-yl)-2-(6-azaspiro[2.5]oct-6-yl)benzamide